FC(C1=NN=C(O1)C=1C=CC(=NC1)CN(C1=CC=CC=C1)C=1C(C(C1N1[C@@H]2CN([C@H](C1)C2)C2CSC2)=O)=O)F 3-[N-[[5-[5-(difluoromethyl)-1,3,4-oxadiazol-2-yl]-2-pyridyl]methyl]anilino]-4-[(1S,4S)-5-(thietan-3-yl)-2,5-diazabicyclo[2.2.1]heptan-2-yl]cyclobut-3-en-1,2-dione